methyl 5-(ethylsulfinylmethyl)furan-2-carboxylate C(C)S(=O)CC1=CC=C(O1)C(=O)OC